N-((1,2,3,5,6,7-hexahydro-s-indacen-4-yl)carbamoyl)-4-(trifluoromethyl)pyridine-2-sulfonamide C1CCC2=C(C=3CCCC3C=C12)NC(=O)NS(=O)(=O)C1=NC=CC(=C1)C(F)(F)F